(3,6-dimethyl-9H-xanthen-9-yl)-6-oxo-2-(trifluoromethyl)-1,1',2',3',6,6'-hexahydro-[3,4'-bipyridine]-5-carboxamide CC=1C=CC=2C(C3=CC=C(C=C3OC2C1)C)N1C(=C(C=C(C1=O)C(=O)N)C=1CCNCC1)C(F)(F)F